NC=1C2=C(N=CN1)C(=C(N2C2=CC(=C(C=C2)OC2=NC(=CC=C2)C)F)C2=CC=C(C=C2)NC(C(=C)C)=O)C N-(4-(4-amino-5-(3-fluoro-4-((6-methylpyridin-2-yl)oxy)phenyl)-7-methyl-5H-pyrrolo[3,2-d]pyrimidin-6-yl)phenyl)methacrylamide